[(1R,4R,7S)-2,6-diazabicyclo[5.2.0]nonan-4-yl]methanethiol [C@@H]12NCC(CN[C@H]2CC1)CS